O1COC2=C1C=CC(=C2)C=2C=C1C(=NC2)N(N=C1NC(=O)C1=C(OC=C1)C)CCOC N-(5-(benzo[d][1,3]dioxol-5-yl)-1-(2-methoxyethyl)-1H-pyrazolo[3,4-b]pyridin-3-yl)-2-methylfuran-3-carboxamide